dideuteriomethanone [2H]C(=O)[2H]